C1(=CC=CC=C1)NC(=S)NC1=CC=CC=C1 1,3-diphenyl-thiourea